(R)-6-(4-fluoro-3-isopropyl-5-(4-(1-isopropylpiperidin-4-yl)-2-methylpiperazin-1-yl)-1H-pyrrolo[2,3-c]pyridin-2-yl)-8-methoxy-[1,2,4]triazolo[1,5-a]pyridine FC1=C2C(=CN=C1N1[C@@H](CN(CC1)C1CCN(CC1)C(C)C)C)NC(=C2C(C)C)C=2C=C(C=1N(C2)N=CN1)OC